1-(2-(7-chlorocinnolin-3-yl)ethyl)-4-cyclopentylpiperazine-2,3-dione ClC1=CC=C2C=C(N=NC2=C1)CCN1C(C(N(CC1)C1CCCC1)=O)=O